(S)-2-(3-hydroxypropyl)pyrrolidine-1-carboxylic acid tert-butyl ester C(C)(C)(C)OC(=O)N1[C@@H](CCC1)CCCO